ClC1=C2CC[C@@]3(CCC=4C(=NC(=NC4C3)S(=O)C)N3C[C@@H](N(CC3)C(=O)OC(C)(C)C)CC#N)C2=CC=C1 Tert-butyl (2S)-4-((1R)-4-chloro-2'-(methylsulfinyl)-2,3,5',8'-tetrahydro-6'H-spiro[indene-1,7'-quinazolin]-4'-yl)-2-(cyanomethyl)piperazine-1-carboxylate